C1(=CC=CC=C1)C1=CC=C2C=NN(C2=C1)C1CC(C1)O (1r,3r)-3-(6-phenyl-1H-indazol-1-yl)cyclobutan-1-ol